{4-[(6-Methoxy-benzo[b]thiophen-2-ylmethyl)-amino]-2-methylphenyl}-carbamic acid ethyl ester C(C)OC(NC1=C(C=C(C=C1)NCC1=CC2=C(S1)C=C(C=C2)OC)C)=O